3-({[4,7,10-tris(tert-butoxycarbonyl-methyl)-1,4,7,10-tetraaza-1-cyclododecyl]methyl}carbonylamino)propionic acid C(C)(C)(C)OC(=O)CN1CCN(CCN(CCN(CC1)CC(=O)OC(C)(C)C)CC(=O)OC(C)(C)C)CC(=O)NCCC(=O)O